CN1CCN(CC1)C2=C(C=C3C(=C2)N(C=C(C3=O)C(=O)O)C4=CC=C(C=C4)F)F The molecule is a quinolone that is pefloxacin in which the ethyl group at position 1 of the quinolone has been replaced by a p-fluorophenyl group. A broad-spectrum antibiotic effective against both Gram-positive and Gram-negative bacteria, it is used (usually as the monohydrochloride salt) for the treatment of bacterial infections in dogs. It has a role as an antibacterial drug and a Mycoplasma genitalium metabolite. It is a quinolone, a N-alkylpiperazine, a N-arylpiperazine, a quinolone antibiotic, a fluoroquinolone antibiotic, a member of monofluorobenzenes and a monocarboxylic acid.